ethyl 6-oxocyclohexene-1-carboxylate O=C1CCCC=C1C(=O)OCC